OCC1=C(C=C(C=N1)N1CCN(CC1)C(=O)OC(C)(C)C)OC tert-butyl 4-(6-(hydroxymethyl)-5-methoxypyridin-3-yl)piperazine-1-carboxylate